N-(7-Bromo-4-(2-chloro-5-fluorophenoxy)-3-(4,5,6,7-tetrachloro-1,3-dioxoisoindolin-2-yl)-1H-indazol-5-yl)-3-fluoro-5-(trifluoromethyl)benzamide BrC=1C=C(C(=C2C(=NNC12)N1C(C2=C(C(=C(C(=C2C1=O)Cl)Cl)Cl)Cl)=O)OC1=C(C=CC(=C1)F)Cl)NC(C1=CC(=CC(=C1)C(F)(F)F)F)=O